trifluoroacetic acid, hydrochloride Cl.FC(C(=O)O)(F)F